((3R,4R)-4-(((6-(cyclobutyl(4-(difluoromethoxy)-2-fluorobenzyl)amino)-5-fluoropyrimidin-4-yl)amino)methyl)-3-hydroxypiperidin-1-yl)acetamide C1(CCC1)N(C1=C(C(=NC=N1)NC[C@@H]1[C@H](CN(CC1)CC(=O)N)O)F)CC1=C(C=C(C=C1)OC(F)F)F